N-(3-(diethylamino)propyl)-2-(4-((2-methoxyethyl)carbamoyl)phenyl)benzo[d]imidazo[2,1-b]thiazole-7-carboxamide C(C)N(CCCNC(=O)C1=CC2=C(N3C(S2)=NC(=C3)C3=CC=C(C=C3)C(NCCOC)=O)C=C1)CC